C1(=CC(=CC=C1)C1=NC(=NC(=N1)C=1C=C(C=CC1)C1=CC=CC=C1)Cl)C1=CC=CC=C1 2,4-bis-biphenyl-3-yl-6-chloro[1,3,5]triazine